NCC1=NNC(C2=CC=C(C=C12)C=1C=NN(C1N1CC=2C=C3C(=CC2C1=O)C=CC(=C3)C)C)=O 2-(4-(4-(aminomethyl)-1-oxo-1,2-dihydro-phthalazin-6-yl)-1-methyl-1H-pyrazol-5-yl)-6-methyl-2,3-dihydro-1H-benzo[f]isoindol-1-one